C(C)(C)(C)C=1C=C(N(N1)C1=CC=CC=C1)NC(O)=O N-(5-tert-butyl-2-phenyl-pyrazol-3-yl)carbamic acid